O=C1N(C2(CC2)C(N1C=1C=NC(=CC1)C(F)(F)F)=O)C(=O)[C@@H]1CC[C@H]2N1C([C@H](CCCC2)NC(OC(C)(C)C)=O)=O tert-butyl ((3S,6S,10aS)-3-(5,7-dioxo-6-(6-(trifluoromethyl)pyridin-3-yl)-4,6-diazaspiro[2.4]heptane-4-carbonyl)-5-oxodecahydropyrrolo[1,2-a]azocin-6-yl)carbamate